[O-]CCCC.[Hf+4].[O-]CCCC.[O-]CCCC.[O-]CCCC hafnium(IV) butoxide